ethyl sulfamate S(N)(OCC)(=O)=O